O[C@@H]1[C@H]([C@@H](O[C@@H]([C@H]1O)NC1=C2NC=NC2=NC=N1)C)C(C(=O)N)NC [(2S,3R,4R,5S,6S)-4,5-dihydroxy-2-methyl-6-(7H-purin-6-ylamino)tetrahydropyran-3-yl]-2-(methylamino)acetamide